[4-(aminomethyl)-1-piperidyl]-[4-[[3-[2,3-difluoro-4-(4-pyridyloxy)phenyl]imidazo[1,2-a]pyrazin-8-yl]amino]-2-methyl-phenyl]methanone NCC1CCN(CC1)C(=O)C1=C(C=C(C=C1)NC=1C=2N(C=CN1)C(=CN2)C2=C(C(=C(C=C2)OC2=CC=NC=C2)F)F)C